2,2-difluoroethyl-7-fluoro-1,3-benzoxazol-2(3H)-one FC(CN1C(OC2=C1C=CC=C2F)=O)F